(z)-2-cyano-3-(3-hydroxyphenyl)acrylic acid C(#N)/C(/C(=O)O)=C/C1=CC(=CC=C1)O